OC1C(CCCC1)CNC(OC(C)(C)C)=O tert-butyl ((2-hydroxycyclohexyl)methyl)carbamate